2-chloro-7-(trifluoromethyl)benzo[d]oxazole ClC=1OC2=C(N1)C=CC=C2C(F)(F)F